C1(CCCCC1)NC1=NC=CC2=C1N=C(N=C2)NC2=C(C=C(C=C2)C=2C=NN(C2)CCO)OC 2-(4-(4-((8-(cyclohexylamino)pyrido[3,4-d]pyrimidin-2-yl)amino)-3-methoxyphenyl)-1H-pyrazol-1-yl)ethanol